5-(6-methoxypyridin-2-yl)-3-phenyl-1,2,4-thiadiazole COC1=CC=CC(=N1)C1=NC(=NS1)C1=CC=CC=C1